C(=C)S(=O)(=O)N1CCC=CC1 1-ethenesulfonyl-1,2,3,6-tetrahydropyridine